(S)-(2-(aminomethyl)morpholino)(3,4-dichloro-5-fluoro-1H-indol-2-yl)methanone NC[C@@H]1OCCN(C1)C(=O)C=1NC2=CC=C(C(=C2C1Cl)Cl)F